3-(1,4-diethyl-1H-pyrazol-5-yl)-5-fluorobenzoic acid C(C)N1N=CC(=C1C=1C=C(C(=O)O)C=C(C1)F)CC